CC=1C(=CC=C2C=NNC12)C#N 7-methyl-1H-indazole-6-carbonitrile